BrC=1C=CC2=C3N(N=C2C1)CCNC3 8-bromo-1,2,3,4-tetrahydropyrazino[1,2-b]indazole